(2R)-2-amino-3-hydroxy-N-[(1R)-1-[3-(trifluoromethyl)phenyl]ethyl]-propanamide N[C@@H](C(=O)N[C@H](C)C1=CC(=CC=C1)C(F)(F)F)CO